CC=1N=C2N(C=CC=C2C)C1 2,8-dimethylimidazo[1,2-a]pyridin